C(C)(=O)[O-].[Cu+2].C1(CC1)N1N=C(C=2C1=NC=NC2N)I.C(C)(=O)[O-] 1-CYCLOPROPYL-3-IODO-1H-PYRAZOLO[3,4-D]PYRIMIDIN-4-AMINE Copper (II) acetate